3-[4-(4-fluoro-phenoxy)-benzenesulfonylamino]-tetrahydro-furan-3-carboxylic acid hydroxyamide ONC(=O)C1(COCC1)NS(=O)(=O)C1=CC=C(C=C1)OC1=CC=C(C=C1)F